F[Fe](F)(F)(F)(F)F hexafluoro-iron